ethyl (2S)-2-[4-chloro-2-(4-butoxy-4,5-dihydroisoxazol-3-yl)phenoxy]butanoate ClC1=CC(=C(O[C@H](C(=O)OCC)CC)C=C1)C1=NOCC1OCCCC